C(#N)[C@H]1[C@@H](COCC1)N1N=C(C(=C1)C(=O)N)NC=1C=C(C2=C(C(=C(B(O2)O)C)C)C1)C 1-(trans-4-cyanotetrahydro-2H-pyran-3-yl)-3-[(2-hydroxy-3,4,8-trimethyl-1,2-benzoxaborinin-6-yl)amino]pyrazole-4-carboxamide